N-azetidin-3-yl-2-[4-({[(4-chlorophenyl)methyl]amino}carbonylamino)phenyl]acetamide N1CC(C1)NC(CC1=CC=C(C=C1)NC(=O)NCC1=CC=C(C=C1)Cl)=O